5-[rac-(5R)-5-[2,4-difluoro-5-(trifluoromethyl)phenyl]-5-(trifluoromethyl)-4H-isoxazol-3-yl]Thiophene-2-carboxamide FC1=C(C=C(C(=C1)F)C(F)(F)F)[C@]1(CC(=NO1)C1=CC=C(S1)C(=O)N)C(F)(F)F |r|